2-chloro-4-(2,2-difluoroethoxy)-6-(2-methyl-2H-1,2,3-triazol-4-yl)pyridine ClC1=NC(=CC(=C1)OCC(F)F)C1=NN(N=C1)C